ClC=1C=CC(=C(C1)C1=CC(=C(N=N1)C)NC1=CC(=NC=C1)NC(CCN1CCS(CC1)=O)=O)F N-(4-{[6-(5-Chloro-2-Fluorophenyl)-3-Methylpyridazin-4-yl]Amino}Pyridin-2-yl)-3-(1-Oxo-1λ4-Thiomorpholin-4-yl)Propanamid